N1CC(C1)NC(C1=C(C(=C(C(=C1NC1=C(C=C(C=C1)I)F)F)F)F)F)=O (azetidin-3-yl)-2,3,4,5-tetrafluoro-6-((2-fluoro-4-iodophenyl)amino)benzamide